methyl (S)-4-(2-((tert-butoxycarbonyl)amino)-2-methylpropanoyl)piperazine-2-carboxylate C(C)(C)(C)OC(=O)NC(C(=O)N1C[C@H](NCC1)C(=O)OC)(C)C